((1R,2R)-1-((2-Aminopyrido[3,2-d]pyrimidin-4-yl)amino)-2-propylcyclopropyl)methanol NC=1N=C(C2=C(N1)C=CC=N2)N[C@]2([C@@H](C2)CCC)CO